N-(benzo[b]thiophen-5-ylmethyl)-3-(2-(3-fluoro-4-(trifluoromethyl)phenyl)-2H-pyrazolo[3,4-d]pyrimidin-4-yl)tetrahydropyrimidine-1(2H)-carboxamide S1C2=C(C=C1)C=C(C=C2)CNC(=O)N2CN(CCC2)C=2C=1C(N=CN2)=NN(C1)C1=CC(=C(C=C1)C(F)(F)F)F